N12CC(C(CC1)CC2)O 3-quinuclidinol